4-chloro-N-((5-cyclopropyl-1H-indazol-4-yl)methyl)benzamide ClC1=CC=C(C(=O)NCC2=C3C=NNC3=CC=C2C2CC2)C=C1